N-(9-((2R,3R,4R,5R)-5-((bis(4-methoxyphenyl)(phenyl)methoxy)methyl)-3-fluoro-4-hydroxytetrahydrofuran-2-yl)-9H-purin-6-yl)-N-methylbenzamide COC1=CC=C(C=C1)C(OC[C@@H]1[C@H]([C@H]([C@@H](O1)N1C2=NC=NC(=C2N=C1)N(C(C1=CC=CC=C1)=O)C)F)O)(C1=CC=CC=C1)C1=CC=C(C=C1)OC